The molecule is an 11-HETE(1-) that is the conjugate base of 11(R)-HETE(1-), obtained by deprotonation of the carboxy group; major species at pH 7.3. It is a conjugate base of an 11(R)-HETE. It is an enantiomer of an 11(S)-HETE(1-). CCCCC/C=C\\C=C\\[C@@H](C/C=C\\C/C=C\\CCCC(=O)[O-])O